2-(6-(methylsulfinyl)-4-oxobenzo[d][1,2,3]triazin-3(4H)-yl)-N-((S)-1-(4-(trifluoromethoxy)phenyl)ethyl)acetamide CS(=O)C1=CC2=C(N=NN(C2=O)CC(=O)N[C@@H](C)C2=CC=C(C=C2)OC(F)(F)F)C=C1